(3R,5R)-1-{2-[1-(cyclopropylmethyl)-6-(1,3-dimethyl-1H-pyrazol-4-yl)-1H-pyrrolo[2,3-b]pyridin-2-yl]-7-methoxy-1-methyl-1H-1,3-benzodiazole-5-carbonyl}-5-fluoropiperidin-3-amine C1(CC1)CN1C(=CC=2C1=NC(=CC2)C=2C(=NN(C2)C)C)C2=NC1=C(N2C)C(=CC(=C1)C(=O)N1C[C@@H](C[C@H](C1)F)N)OC